ClC1=NC=C(C(=O)NC2=C(C=C(C(=C2)NC2=NC=C(C(=N2)N2CC3=C(CC2)SC=C3)Cl)OC)N3CCN(CC3)C)C=C1 6-chloro-N-(5-((5-chloro-4-(6,7-dihydrothieno[3,2-c]pyridin-5(4H)-yl)pyrimidin-2-yl)amino)-4-methoxy-2-(4-methylpiperazin-1-yl)phenyl)nicotinamide